COC(=O)C=1N=C(OC1)C=1C(=NC=NC1NC1=CC(=C(C=C1)OC1=CC2=C(N(C=N2)C)C=C1)C)NCC1=CC=C(C=C1)OC 2-(4-((4-methoxybenzyl)amino)-6-((3-methyl-4-((1-methyl-1H-benzo[d]imidazol-5-yl)oxy)phenyl)amino)pyrimidin-5-yl)oxazole-4-carboxylic acid methyl ester